CN1N=CC(=C1)C=1C=C(C(=O)O)C=CC1 3-(1-methyl-1H-pyrazol-4-yl)benzoic acid